(R)-N-(2-(4-Cyanothiazolidin-3-yl)-2-oxoethyl)-6-(4-fluoro-1-methylpiperidin-4-yl)-quinoline-4-carboxamide C(#N)[C@H]1N(CSC1)C(CNC(=O)C1=CC=NC2=CC=C(C=C12)C1(CCN(CC1)C)F)=O